SCCC(=O)OCC(COC(CCS(=O)(=O)C(CCS)=O)=O)(COC(CCS)=O)COC(CCS)=O 3-(3-mercapto-propionylsulfonyl)-propionic acid 3-(3-mercapto-propionyloxy)-2,2-bis-(3-mercapto-propionyloxymethyl)-propyl ester